ClC1=C2C=CC(=NC2=NC=C1N1C[C@H](N[C@H](C1)C)C)C1=CC2=CN(N=C2C(=C1O)C)C 5-{5-chloro-6-[(3R,5S)-3,5-dimethylpiperazin-1-yl]-1,8-naphthyridin-2-yl}-2,7-dimethylindazol-6-ol